rac-benzyl (1R,2S,4R,6R)-2-(4-bromophenyl)-4-ethoxy-6-((4-(trifluoromethyl)phenoxy)methyl)cyclohexane-1-carboxylate BrC1=CC=C(C=C1)[C@@H]1[C@H]([C@@H](C[C@@H](C1)OCC)COC1=CC=C(C=C1)C(F)(F)F)C(=O)OCC1=CC=CC=C1 |r|